(E)-N1-(furan-2-ylmethyl)-N8-hydroxy-2-((naphthalen-1-yloxy)methyl)-2-octenediamide O1C(=CC=C1)CNC(\C(=C\CCCCC(=O)NO)\COC1=CC=CC2=CC=CC=C12)=O